[2-(2-chloro-4-pyridinyl)ethynyl]-5-methyl-1-(6-methyl-3-pyridinyl)pyrrole-2-carboxylic acid ClC1=NC=CC(=C1)C#CC1=C(N(C(=C1)C)C=1C=NC(=CC1)C)C(=O)O